7-methoxy-1-methyl-benzimidazole-5-carboxylic acid isopropyl ester C(C)(C)OC(=O)C1=CC2=C(N(C=N2)C)C(=C1)OC